COC=1C(C(=C(C(C1OC)=O)C)CC=C(C)C)=O 2,3-dimethoxy-5-methyl-6-(3-methyl-2-buten-1-yl)p-benzoquinone